C(C)(C)(C)C1=CC=C(CC=2C3=C(N(C(N2)N)C2=C(C=C(C=C2)N2CCC(CC2)N(C)C)OC)C=CN3)C=C1 (4-tert-Butylbenzyl)-N-(4-(4-(dimethylamino)-1-piperidinyl)-2-methoxyphenyl)-2-amino-5H-pyrrolo[3,2-d]pyrimidine